3-[[4-Chloro-6-[2,6-dimethyl-3-(trifluoromethyl)phenyl]-5-(trifluoromethyl)pyrimidin-2-yl]sulfamoyl]benzoic acid ClC1=NC(=NC(=C1C(F)(F)F)C1=C(C(=CC=C1C)C(F)(F)F)C)NS(=O)(=O)C=1C=C(C(=O)O)C=CC1